C(CCC)[Mo]CCCCCCCC.[P] phosphorus butyl-octyl-molybdenum salt